BrC1=C(C=C2C(=C(C(=NC2=C1F)N1CC(C1)N(C)C)[N+](=O)[O-])NC1C2CN(C1C2)C(=O)OC(C)(C)C)I tert-butyl (endo)-5-((7-bromo-2-(3-(dimethylamino)azetidin-1-yl)-8-fluoro-6-iodo-3-nitroquinolin-4-yl)amino)-2-azabicyclo[2.1.1]hexane-2-carboxylate